Magnesium hydroxypyridine-4-carboxylate OC1=NC=CC(=C1)C(=O)[O-].[Mg+2].OC1=NC=CC(=C1)C(=O)[O-]